CC=1C=NN(C1B1OC(C(O1)(C)C)(C)C)C1COC1 4-methyl-1-(oxetan-3-yl)-5-(4,4,5,5-tetramethyl-1,3,2-dioxaborolan-2-yl)-1H-pyrazole